CC1(OC2=C(OC1)C=CC(=C2)C(C)N2C[C@@H](N(C[C@H]2C)C=2C=1N=C(N(C1N(C(N2)=O)CC)CC)CC#N)C)C 2-(6-((2S,5R)-4-(1-(3,3-dimethyl-2,3-dihydrobenzo[b][1,4]dioxin-6-yl)ethyl)-2,5-dimethylpiperazin-1-yl)-3,9-diethyl-2-oxo-3,9-dihydro-2H-purin-8-yl)acetonitrile